C([C@@H]([C@@H]1C(=C(C(=O)O1)[O-])O)O)OP(=O)([O-])[O-] The molecule is an organophosphate oxoanion that is the trianion formed from L-ascorbic acid 6-phosphate by deprotonation of the 3-hydroxy group and of both hydroxy groups of the phosphate function; principal species at pH 7.3. It is a carbohydrate acid derivative anion and an organophosphate oxoanion. It is a conjugate base of a L-ascorbic acid 6-phosphate.